2-(difluoromethyl)-5-(5-(((5-phenyl-1,3,4-oxadiazol-2-yl)oxy)methyl)thiophen-2-yl)-1,3,4-oxadiazole FC(C=1OC(=NN1)C=1SC(=CC1)COC=1OC(=NN1)C1=CC=CC=C1)F